(2R)-6-bromo-4-{[3-(difluoromethyl)phenyl]methyl}-8-fluoro-2-methyl-7-nitro-2H-1,4-benzoxazin-3-one BrC=1C(=C(C2=C(N(C([C@H](O2)C)=O)CC2=CC(=CC=C2)C(F)F)C1)F)[N+](=O)[O-]